FC(CN1C(C=2NC3=CC=CC=C3C2CC1C)C1=NC=C(C=C1NC1CN(CC1)CCCF)OC(F)F)F (2-(2,2-Difluoroethyl)-3-methyl-2,3,4,9-tetrahydro-1H-pyrido[3,4-b]indol-1-yl)-5-(difluoromethoxy)-N-(1-(3-fluoropropyl)pyrrolidin-3-yl)pyridin-3-amine